C1(=CC=CC=C1)SC1=CC=C(C(Cl)Cl)C=C1 4-phenylmercaptochlorobenzyl chloride